NC1=NC=NC=2N(C3=CC(=CC=C3C21)F)CC(=O)O 2-(4-amino-7-fluoro-9H-pyrimido[4,5-b]indol-9-yl)acetic acid